5-(cyclopropylmethyl)-2-(2-methyl-2H-indazol-5-yl)-4-(6-methylpyridin-3-yl)-2,5-dihydro-3H-pyrrolo[3,2-c]pyridazin-3-one C1(CC1)CN1C=CC2=NN(C(C(=C21)C=2C=NC(=CC2)C)=O)C2=CC1=CN(N=C1C=C2)C